COCOCC\C=C\CCCCCCCCl (3E)-11-chloro-3-undecenyl methoxymethyl ether